C1(=CC=CC=C1)C1=NC(=CC(=N1)C1=C(C=CC=C1)C=1C=C(C2=C(SC3=C2C=CC=C3)C1)C1=CC=C3C=2C=CC=C(C2C2(C3=C1)CCCCC2)C#N)C2=CC=CC=C2 7'-(3-(2-(2,6-diphenylpyrimidin-4-yl)phenyl)dibenzo[b,d]thiophen-1-yl)spiro[cyclohexane-1,9'-fluorene]-1'-carbonitrile